12-mercaptododecanamide SCCCCCCCCCCCC(=O)N